2-ethoxydecanal C(C)OC(C=O)CCCCCCCC